CC(CC(C)C)NC1=CC2=C(NC3=C(NC2=O)C=CC=C3)C=C1 2-(1,3-Dimethylbutylamino)-5,10-dihydro-dibenzo[b,e][1,4]diazepin-11-on